C(C1=CC=CC=C1)SC#C benzyl-(ethynyl)sulfane